N-(4-{4-chloro-2-[(3,3-difluoro-1-azetidinyl)carbonyl]phenyl}-6-cyclopropyl-2-pyridyl)-1-cyclopropyl-5-[(isobutylamino)methyl]-2-oxo-1,2-dihydronicotinamide ClC1=CC(=C(C=C1)C1=CC(=NC(=C1)C1CC1)NC(C=1C(N(C=C(C1)CNCC(C)C)C1CC1)=O)=O)C(=O)N1CC(C1)(F)F